CC1=C(C=CC(=C1)C1=NC=NN2C1=CC(=C2)B2OC(C(O2)(C)C)(C)C)CN [2-methyl-4-[6-(4,4,5,5-tetramethyl-1,3,2-dioxaborolan-2-yl)pyrrolo[2,1-f][1,2,4]triazin-4-yl]phenyl]methanamine